1-(2-trimethylsilylethoxymethyl)pyrrolo[3,2-c]Pyridin-6-amine C[Si](CCOCN1C=CC=2C=NC(=CC21)N)(C)C